(S)-4-(5-(3-((2-((S)-3-carboxybutanoyl)-4-chloro-6-methoxyisoindolin-5-yl)oxy)propoxy)-6-methoxyisoindolin-2-yl)-2-methyl-4-oxobutanoic acid C(=O)(O)[C@H](CC(=O)N1CC2=CC(=C(C(=C2C1)Cl)OCCCOC=1C=C2CN(CC2=CC1OC)C(C[C@@H](C(=O)O)C)=O)OC)C